ClC1=C(C=CC=C1Cl)N1CCN(CC1)C(=O)C1=CC(=CC=C1)OC (4-(2,3-dichlorophenyl)piperazin-1-yl)(3-methoxyphenyl)methanone